5-((3R,5S)-3-amino-5-(trifluoromethyl)-piperidin-1-yl)quinoline-8-carbonitrile N[C@H]1CN(C[C@H](C1)C(F)(F)F)C1=C2C=CC=NC2=C(C=C1)C#N